5-[2-(3-Fluorophenyl)pyridin-3-yl]-1H-indazole FC=1C=C(C=CC1)C1=NC=CC=C1C=1C=C2C=NNC2=CC1